C1(=CC=CC=C1)C(CCC1OC(OC1)C(C)CCCCCCCCC)=O 1-phenyl-3-(2-(undecan-2-yl)-1,3-dioxolan-4-yl)propan-1-one